ClC1=NC(=NC=2C(=C(C3=C(C12)COC3)C3=C(C=CC=1SC(=C(C13)C#N)NC(OC(C)(C)C)=O)F)F)N1C[C@H](CC1)N(C)C tert-Butyl (4-(1-chloro-3-((S)-3-(dimethylamino)-pyrrolidin-1-yl)-5-fluoro-7,9-dihydrofuro[3,4-f]-quinazolin-6-yl)-3-cyano-5-fluorobenzo[b]-thiophen-2-yl)carbamate